N1N=CC(=C1)C=1C=NC2=CC=C(C=C2N1)C(=O)C=1C=C(C=CC1F)NC(=O)NC1=CC(=C(C=C1)F)F 1-(3-(3-(1H-pyrazol-4-yl)quinoxaline-6-carbonyl)-4-fluorophenyl)-3-(3,4-difluorophenyl)urea